2-isopropyl-2,3-dimethyl-butyronitrile C(C)(C)C(C#N)(C(C)C)C